NC1=C2C(=NC=N1)N(N=C2C=2NC1=CC=C(C=C1C2)O)C(C)C 2-[4-Amino-1-(1-methylethyl)-1H-pyrazolo[3,4-d]pyrimidin-3-yl]-1H-indol-5-ol